3-(2-chloro-3-(2,2-dimethylindolin-5-yl)phenyl)piperidine-2,6-dione ClC1=C(C=CC=C1C=1C=C2CC(NC2=CC1)(C)C)C1C(NC(CC1)=O)=O